3-((3-methyl-1-(tetrahydro-2H-pyran-4-yl)-1H-pyrazole-5-carboxamido)methyl)-4,5-dihydroisoxazole-5-carboxamide CC1=NN(C(=C1)C(=O)NCC1=NOC(C1)C(=O)N)C1CCOCC1